C(C(C)C)C1=CC=CC2=C1NC(=N2)CN2C(C(=CC=C2)NC([C@H](CC/C=C/C(=O)N(C)C)NC(=O)C2OCCC2)=O)=O (6S,E)-N7-(1-((7-isobutyl-1H-benzo[d]imidazol-2-yl)methyl)-2-oxo-1,2-dihydropyridin-3-yl)-N1,N1-dimethyl-6-(tetrahydrofuran-2-carboxamido)hept-2-enediamide